OC(C(=O)OCC)C ethyl 2-hydroxypropanoate